9-(4-(2-hydroxyethyl)piperazin-1-yl)-6,7-dimethoxynaphtho[2,3-c]furan-1(3H)-one OCCN1CCN(CC1)C1=C2C=C(C(=CC2=CC2=C1C(OC2)=O)OC)OC